racemic-4-[3-(3,3-dicyclopropylpropoxy)-1H-pyrazol-1-yl]-20,20-dimethyl-10λ6-thia-1,3,9,14,22-pentaazatetracyclo[16.2.1.111,14.02,7]docosa-2,4,6,11(22),12-pentaene-8,10,10-trione C1(CC1)C(CCOC1=NN(C=C1)C=1N=C2N3C(C[C@@H](CCCN4C=CC(S(NC(C2=CC1)=O)(=O)=O)=N4)C3)(C)C)C3CC3 |r|